2-[[ethyl-[7-fluoro-2-(hydroxymethyl)-2,3-dihydro-1H-inden-4-yl]amino]methylene]malonic acid diethyl ester C(C)OC(C(C(=O)OCC)=CN(C1=C2CC(CC2=C(C=C1)F)CO)CC)=O